1-(4-methoxyphenyl)-2-phenylethane COC1=CC=C(C=C1)CCC1=CC=CC=C1